C(C)(=O)O.O1C(=CC=C1)C(=O)C=1C=C2C=3C=C(C=CC3N(C2=CC1)CC)C(CCC1CCCCC1)=NO 1-(6-furoyl-9-ethylcarbazole-3-yl)-3-cyclohexyl-propane-1-one-oxime acetate